(E)-4-((E)-(4-hydroxyphenylimino)methyl)-2-methoxyphenyl 3-(3-methoxyphenyl)acrylate COC=1C=C(C=CC1)/C=C/C(=O)OC1=C(C=C(C=C1)/C=N/C1=CC=C(C=C1)O)OC